FC(C1=NN=C(O1)C1=C(C=C(C=C1)C(C)N1N=NC(=C1)C=1C=C(C=CC1)NC(=O)N1CCOCC1)F)F N-(3-(1-(1-(4-(5-(difluoromethyl)-1,3,4-oxadiazol-2-yl)-3-fluorophenyl)ethyl)-1H-1,2,3-triazol-4-yl)phenyl)morpholine-4-carboxamide